FC(C1=CC=2OCC[C@H]3N(C2N=C1)CCNC3)(F)F (R)-3-(trifluoromethyl)-6,7,7a,8,10,11-hexahydro-9H-pyrazino[1,2-d]pyrido[3,2-b][1,4]oxazepin